BrC=1C=C(C=CC1)C1=CC(=CC=C1)C=1C=CC2=C3C1C=CC=C3SC=3C=CC=CC23 3-(3'-bromo-[1,1'-biphenyl]-3-yl)benzo[kl]thioxanthene